COC(CC1=CC=NC2=C(C=CC=C12)C1=C(C=C2C=NN(C2=C1)C)F)=O.CN(C)[C@@H]1CC[C@H](CC1)C trans-N,N-dimethyl-Amino-4-methylcyclohexane methyl-2-[8-(5-fluoro-1-methylindazol-6-yl)quinolin-4-yl]acetate